[Si].N=NC=C.N=NC=C didiazabutadiene silicon